isopropyl ((S)-(((2R,3S,5R)-5-(6-amino-2-fluoro-9H-purin-9-yl)-3-(((decyloxy)carbonyl)oxy)-2-ethynyltetrahydrofuran-2-yl)methoxy)(phenoxy)phosphoryl)-L-alaninate NC1=C2N=CN(C2=NC(=N1)F)[C@H]1C[C@@H]([C@@](O1)(C#C)CO[P@](=O)(OC1=CC=CC=C1)N[C@@H](C)C(=O)OC(C)C)OC(=O)OCCCCCCCCCC